FC(CNC(=O)C1=CN=C2N1C=C(C=C2)C2=CNC1=NC=CC(=C12)C=1C=NN(C1)C)F N-(2,2-difluoroethyl)-6-(4-(1-methyl-1H-pyrazol-4-yl)-1H-pyrrolo[2,3-b]pyridin-3-yl)imidazo[1,2-a]pyridine-3-carboxamide